tert-butyl (5-(2-(1H-pyrrol-3-yl)pyrazolo[5,1-b]thiazole-7-carboxamido)-6-methylpyridin-3-yl)carbamate N1C=C(C=C1)C1=CN2C(S1)=C(C=N2)C(=O)NC=2C=C(C=NC2C)NC(OC(C)(C)C)=O